ClC1=C(C(=CC=C1)Cl)CC(=O)NC1=CC(=NC=C1)N(C(C)=O)C1=CC=C(C=C1)C N-{4-[2-(2,6-dichlorophenyl)acetamido]pyridin-2-yl}-N-(4-methylphenyl)acetamide